1-(9Z-pentadecenoyl)-2-(4Z,7Z,10Z,13Z,16Z,19Z-docosahexaenoyl)-glycero-3-phospho-(1'-sn-glycerol) CCCCC/C=C\CCCCCCCC(=O)OC[C@H](COP(=O)(O)OC[C@H](CO)O)OC(=O)CC/C=C\C/C=C\C/C=C\C/C=C\C/C=C\C/C=C\CC